6-O-α-D-glucopyranosyl-alpha-D-glucopyranose [C@H]1([C@H](O)[C@@H](O)[C@H](O)[C@H](O1)CO)OC[C@@H]1[C@H]([C@@H]([C@H]([C@@H](O)O1)O)O)O